OC[C@@H](C1=CC(=CC=C1)C(F)(F)F)NC(=O)NC1CC2(CC2)C1 1-[(R)-2-hydroxy-1-(3-trifluoromethyl-phenyl)-ethyl]-3-spiro[2.3]hex-5-yl-urea